C(C)(C)C1=C(C(=CC(=C1)C1=C(C=CC=C1)C)C(C)C)Br 2,6-diisopropyl-4-(2-methylphenyl)bromobenzene